1-ACETYLPIPERIDINE-3-CARBALDEHYDE C(C)(=O)N1CC(CCC1)C=O